N-(5-chloro-6-(2H-1,2,3-triazol-2-yl)pyridin-3-yl)-2,2',4'-trifluoro-5-methyl-[1,1'-biphenyl]-4-carboxamide ClC=1C=C(C=NC1N1N=CC=N1)NC(=O)C1=CC(=C(C=C1C)C1=C(C=C(C=C1)F)F)F